CC(C)(C)[S@@](=O)N[C@H](C)C1=CC2=C(C=N1)C=NN2C (R)-2-methyl-N-((R)-1-(1-methyl-1H-pyrazolo[4,3-c]pyridin-6-yl)ethyl)propane-2-sulfinamide